C(CCCCCCCCCCCCCC=CCCC)(=O)O 15-Nonadecenoic acid